n-triacontyl docosanoate C(CCCCCCCCCCCCCCCCCCCCC)(=O)OCCCCCCCCCCCCCCCCCCCCCCCCCCCCCC